C(CCC)N1C(=CC=2C1=CN=C(C2)C2=NC=CC(=C2)C2=NOC(=N2)C(F)(F)F)C(=O)N(CC)CC 1-Butyl-N,N-diethyl-5-(4-(5-(trifluoromethyl)-1,2,4-oxadiazol-3-yl)pyridin-2-yl)-1H-pyrrolo[2,3-c]pyridine-2-carboxamide